BrC=1C(=C2C=CC=C(C2=CC1)N1N=CC=C1)OC 1-(6-bromo-5-methoxynaphthalen-1-yl)-1H-pyrazole